benzyl (2-(4-(hydroxymethyl)phenoxy)ethyl)carbamate OCC1=CC=C(OCCNC(OCC2=CC=CC=C2)=O)C=C1